Bis(4-hydroxyphenyl) Disulfide OC1=CC=C(C=C1)SSC1=CC=C(C=C1)O